(2R,3S)-1-tert-butoxycarbonyl-3-[2-[2-fluoroethyl-(methyl)amino]ethyl-methyl-carbamoyl]piperidine-2-carboxylic acid C(C)(C)(C)OC(=O)N1[C@H]([C@H](CCC1)C(N(C)CCN(C)CCF)=O)C(=O)O